3-(4,4-difluoropiperidin-1-yl)-4-(1-methyl-1H-pyrazol-4-yl)aniline FC1(CCN(CC1)C=1C=C(N)C=CC1C=1C=NN(C1)C)F